C=CC(=O)OCC1(CCCCC1)COC(=O)C=C Cyclohexanedimethanol diacrylate